CC[C@H]1CC[C@H]2[C@@H]3CCC4=CC(C=C[C@]4(C)[C@H]3CC[C@]12C)=O Pregna-1,4-dien-3-one